Cetyl-coa C(CCCCCCCCCCCCCCC)SCCNC(CCNC([C@@H](C(COP(OP(OC[C@@H]1[C@H]([C@H]([C@@H](O1)N1C=NC=2C(N)=NC=NC12)O)OP(=O)(O)O)(=O)O)(=O)O)(C)C)O)=O)=O